CN1C(CCC2=CC(=CC=C12)C1=CN=CC=2C(CCCC12)C(=O)O)=O 4-(1-methyl-2-oxo-1,2,3,4-tetrahydroquinolin-6-yl)-5,6,7,8-tetrahydroisoquinoline-8-carboxylic acid